3-Bromo-2-(5-fluoropyridin-2-yl)-6,6-dimethyl-6,7-dihydro-4H-pyrazolo[5,1-c][1,4]oxazine-7,7-d2 BrC=1C(=NN2C1COC(C2([2H])[2H])(C)C)C2=NC=C(C=C2)F